CC(C(C)(C)[Mg])C dimethyl-(t-butyl)magnesium